N(=NC(C(=O)NCCO)(C)C)C(C(=O)NCCO)(C)C 2,2'-azobis(N-(2-hydroxyethyl)-2-methylpropionamide)